OC1C(NC(N1CC1=C(C=CC=C1)F)=O)=O 5-hydroxy-1-(2-fluorobenzyl)hydantoin